(1H-pyrazol-1-yl)-N4-(2-(tetrahydro-2H-pyran-4-yl)ethyl)quinoline-2,4-diamine N1(N=CC=C1)C=1C(=NC2=CC=CC=C2C1NCCC1CCOCC1)N